OCCC(=O)C1=C(C=CC=C1)OC 3-hydroxy-1-(2-methoxyphenyl)propan-1-one